ClC=1C=CC(=C(C1)C1=CC(N(C=C1OC)C(C(=O)OC(C)(C)C)CCOC)=O)F tert-Butyl 2-[4-(5-chloro-2-fluorophenyl)-5-methoxy-2-oxopyridin-1(2H)-yl]-4-methoxybutanoate